N1(CCC1)CC1=CC=C(C=C1)C1=CC=2N(N=C1C)C(=CN2)C2=C1C=CC(=NC1=NC=C2)C=2N=CN(C2)CC 5-(7-(4-(azetidin-1-ylmethyl)phenyl)-6-methylimidazo[1,2-b]pyridazin-3-yl)-2-(1-ethyl-1H-imidazol-4-yl)-1,8-naphthyridine